C(#N)C=1C=C(C=C(C1)F)C1=CC(=NC=N1)N1C([C@@H]2N(CCNC2)CC1)=O (R)-8-(6-(3-Cyano-5-fluorophenyl)pyrimidin-4-yl)-9-oxooctahydro-2H-pyrazino[1,2-a]pyrazin